(6-Methoxy-4-(1,4-dioxa-8-azaspiro[4.5]decan-8-yl)quinolin-3-yl)(1,4-dioxa-8-azaspiro[4.5]decan-8-yl)methanone COC=1C=C2C(=C(C=NC2=CC1)C(=O)N1CCC2(OCCO2)CC1)N1CCC2(OCCO2)CC1